6-phenyl-11H-dibenzo[b,e]azepine C1(=CC=CC=C1)C=1C2=C(CC3=C(N1)C=CC=C3)C=CC=C2